((2S)-3-cyclopentyl-1-(((2S)-4-(cyclopropylamino)-3-hydroxy-4-oxo-1-((S)-2-oxopyrrolidin-3-yl)butan-2-yl)amino)-1-oxopropan-2-yl)carbamic acid C1(CCCC1)C[C@@H](C(=O)N[C@@H](C[C@H]1C(NCC1)=O)C(C(=O)NC1CC1)O)NC(O)=O